C(CCCCCCCCC)C(COC(CCC1=CC=CC=C1)=O)(CCCCCCCCCCCC)C 2-decyl-2-methyltetradecyl-3-phenylpropanoate